N-benzyl-5,6-dimethyl-1-(tetrahydro-2H-pyran-2-yl)-1H-indazol-4-amine C(C1=CC=CC=C1)NC=1C=2C=NN(C2C=C(C1C)C)C1OCCCC1